palmitoyl-sphinganine C(CCCCCCCCCCCCCCC)(=O)C(O)[C@H](N)[C@H](O)CCCCCCCCCCCCCCC